NCC(=O)N1C(C=2N(CC1)C(=C(N2)C2=C(C=C(C(=C2)F)C)F)NC2=CC=C(C=C2)F)(C)C 2-amino-1-(2-(2,5-difluoro-4-methylphenyl)-3-((4-fluorophenyl)amino)-8,8-dimethyl-5,6-dihydroimidazo[1,2-a]pyrazin-7(8H)-yl)ethan-1-one